FC1(C=C(COC1)COC1=CC=C(C=C1)C=1C=C(C(NC1C(F)(F)F)=O)C(=O)N)F 5-(4-((5,5-Difluoro-2H-pyran-3-yl)methoxy)phenyl)-2-oxo-6-(trifluoromethyl)-1,2-dihydropyridin-3-carboxamide